ClC1=C(\C=N\O[C@H](C(=O)OCC)C)C=C(C(=C1)F)N1C(N(C(N(C1=O)C)=S)C)=O ethyl (2S)-2-({(E)-[2-chloro-5-(3,5-dimethyl-2,6-dioxo-4-sulfanylidene-1,3,5-triazinan-1-yl)-4-fluorobenzylidene] amino}oxy)propanoate